4-(2-fluoroethoxy)-4'-propylbiphenyl FCCOC1=CC=C(C=C1)C1=CC=C(C=C1)CCC